(5S,6R)-5-hydroxy-6-((S)-5H-imidazo[5,1-a]isoindol-5-yl)-2-azaspiro[3.3]heptane-2-carboxylic acid tert-butyl ester C(C)(C)(C)OC(=O)N1CC2(C1)[C@H]([C@H](C2)[C@@H]2N1C(C3=CC=CC=C23)=CN=C1)O